N-(4-bromo-2-methylphenyl)-2-methyl-6-nitroaniline BrC1=CC(=C(C=C1)NC1=C(C=CC=C1[N+](=O)[O-])C)C